4-((2-fluoro-6-methoxybenzyl)amino)-2-((1-(1-methylpiperidin-4-yl)-1H-pyrazol-4-yl)amino)pyrimidin-5-carboxamide FC1=C(CNC2=NC(=NC=C2C(=O)N)NC=2C=NN(C2)C2CCN(CC2)C)C(=CC=C1)OC